2-methyl-2-(pyridin-4-yl)propionitrile CC(C#N)(C)C1=CC=NC=C1